C1CCCC=C1 3,4-dihydro-2H-benzol